FC1(CCCCC1)CNCC=1C=CC=2N(C1)C=C(N2)CNC(=O)C=2N=C1N(C(C2)=O)C=CC=C1 N-{[6-({[(1-fluorocyclohexyl)methyl]amino}methyl)imidazo[1,2-a]pyridin-2-yl]methyl}-4-oxo-4H-pyrido[1,2-a]pyrimidine-2-carboxamide